(1-(piperidin-4-yl)-1H-pyrazol-4-yl)pyrazine N1CCC(CC1)N1N=CC(=C1)C1=NC=CN=C1